C(C)OC(=O)C1C(N(CCC1=O)C(C)C)=O 1-isopropyl-2,4-dioxopiperidine-3-carboxylic acid ethyl ester